(2-oxo-1,2-dihydropyridin-4-yl)-2-(6-azaspiro[2.5]oct-6-yl)-5-(trifluoromethyl)nicotinamide O=C1NC=CC(=C1)C1=NC(=C(C(=O)N)C=C1C(F)(F)F)N1CCC2(CC2)CC1